3-isopropyl-5-(4-(2,2,2-trifluoro-1-((5-(4-(methylsulfonyl)phenyl)thiazolo[5,4-b]pyridin-2-yl)oxy)ethyl)piperidin-1-yl)-1,2,4-oxadiazole C(C)(C)C1=NOC(=N1)N1CCC(CC1)C(C(F)(F)F)OC=1SC2=NC(=CC=C2N1)C1=CC=C(C=C1)S(=O)(=O)C